3-(6-(4-(2-(((1r,4r)-4-(3-bromo-2-methylphenoxy)cyclohexyl)oxy)ethyl)piperazin-1-yl)-1-methyl-1H-pyrazolo[3,4-b]pyridin-3-yl)piperidine-2,6-dione BrC=1C(=C(OC2CCC(CC2)OCCN2CCN(CC2)C2=CC=C3C(=N2)N(N=C3C3C(NC(CC3)=O)=O)C)C=CC1)C